N-(2-chloro-4-(trifluoromethyl)phenyl)-2-(2-(2,3-dihydrobenzofuran-5-yl)-5-methyl-7-oxo-6-(piperazin-1-yl)-[1,2,4]triazolo[1,5-a]pyrimidin-4(7H)-yl)acetamide ClC1=C(C=CC(=C1)C(F)(F)F)NC(CN1C=2N(C(C(=C1C)N1CCNCC1)=O)N=C(N2)C=2C=CC1=C(CCO1)C2)=O